(E)-1-[4-[(2S,5S)-4,5-Dihydroxy-6-[[(2R)-4-hydroxy-4-(hydroxymethyl)-6-methyloxan-2-yl]methoxymethyl]-oxan-2-yl]oxy-2,6-dihydroxyphenyl]-3-(3-hydroxy-4-methoxyphenyl)prop-2-en-1-one OC1C[C@@H](OC([C@H]1O)COC[C@@H]1OC(CC(C1)(CO)O)C)OC1=CC(=C(C(=C1)O)C(\C=C\C1=CC(=C(C=C1)OC)O)=O)O